CN1C2CN(C(C1)C2)CCC(C=CC=C)=C 1-(5-methyl-2,5-diazabicyclo[2.2.1]heptan-2-yl)-3-methylenehept-4,6-diene